C1(CC1)C(=O)N1CC(C1)N1C=NC(=C1C=1C=CC=2N(N1)C(=CN2)C#N)C2=CC=C(C=C2)F 6-(1-(1-(cyclopropanecarbonyl)azetidin-3-yl)-4-(4-fluorophenyl)-1H-imidazol-5-yl)imidazo[1,2-b]pyridazine-3-carbonitrile